Bipyridine iron [Fe].N1=C(C=CC=C1)C1=NC=CC=C1